(S)-N-(5-(3,5-dimethylisoxazol-4-yl)-2-((trans-(1r,3r)-3-methoxycyclopentyl)amino)phenyl)-5-oxopyrrolidine-2-carboxamide CC1=NOC(=C1C=1C=CC(=C(C1)NC(=O)[C@H]1NC(CC1)=O)N[C@H]1C[C@@H](CC1)OC)C